6-bromo-1-(2-methoxyphenyl)-1H-1,3-benzodiazole BrC=1C=CC2=C(N(C=N2)C2=C(C=CC=C2)OC)C1